[Zn+2].C(C=C)(=O)[O-].C(C=C)(=O)[O-].[Ca+2] calcium diacrylate zinc